FC1=C(C=CC(=C1)F)[C@@H](C)NC(=O)C=1C(C(=C2N(C[C@@H]3N(C2=O)C2CCC3C2)C1)O)=O (12aR)-N-((R)-1-(2,4-difluorophenyl)ethyl)-7-hydroxy-6,8-dioxo-1,2,3,4,6,8,12,12a-octahydro-1,4-methanodipyrido[1,2-a:1',2'-d]pyrazine-9-carboxamide